N(=[N+]=[N-])C1=CC=C2C(=N1)C=CN2C 5-azido-1-methylpyrrolo[3,2-b]pyridine